[ethyl(methyl)amino]pyrazine-2-carboxamide C(C)N(C)C=1C(=NC=CN1)C(=O)N